C(#C)[Si]1(C[Si](C[Si](C1)(C)C#C)(C)C#C)C 1,3,5-Triethynyl-1,3,5-trimethyl-1,3,5-Trisilacyclohexane